7-{3-[(1-ethoxy-2-methylpropan-2-yl)carbamoyl]azetidin-1-yl}-5-methyl-4-oxo-1-(1,3-thiazol-2-yl)-1,4-dihydro-1,8-naphthyridine-3-carboxylic acid C(C)OCC(C)(C)NC(=O)C1CN(C1)C1=CC(=C2C(C(=CN(C2=N1)C=1SC=CN1)C(=O)O)=O)C